IC1=CC=C(C=C1)N1C[C@H]2CC[C@@H](C1)N2C (1R,5S)-3-(4-iodophenyl)-8-methyl-3,8-diazabicyclo[3.2.1]octane